BrC1CCN(CC1)C1=CC=C(C=C1)Cl 4-Bromo-1-(4-chlorophenyl)piperidine